N'-acetyl-4-amino-N',1-dimethyl-N-((2-methyl-6-(trifluoromethyl)pyridin-3-yl)methyl)-1H-pyrazolo[4,3-c]quinoline-8-carbohydrazide C(C)(=O)N(N(C(=O)C1=CC=2C3=C(C(=NC2C=C1)N)C=NN3C)CC=3C(=NC(=CC3)C(F)(F)F)C)C